FC(C1=NC(=NO1)C1=CC=C(C=C1)CN1N=CC(=C1)C(=O)N)(F)F 1-[[4-[5-(trifluoromethyl)-1,2,4-oxadiazol-3-yl]phenyl]methyl]pyrazole-4-carboxamide